CC1=NN(C2=CC=CC(=C12)OC1CC(C1)COC1CCNCC1)C1CNCCC1 3-(3-methyl-4-(3-((piperidin-4-yloxy)methyl)cyclobutoxy)-1H-indazol-1-yl)piperidine